(hydroxymethyl)aminomethanol hydrochloride Cl.OCNCO